C(CCCCCCC)(=O)SCCC[Si](OCC)(OCC)OCC octanoylthiopropyl-triethoxysilane